(R)-2-((1-(2-cyano-7-methyl-3-(2-azaspiro[3.3]heptan-2-yl)quinoxalin-5-yl)ethyl)amino)benzoic acid C(#N)C1=NC2=CC(=CC(=C2N=C1N1CC2(C1)CCC2)[C@@H](C)NC2=C(C(=O)O)C=CC=C2)C